OCCN1C[C@@H](CCC1)N1CCCC2=C1N=NC(=C2C)C2=C(C1=C(SC=C1)C=C2)O (R)-5-(8-(1-(2-hydroxyethyl)piperidin-3-yl)-4-methyl-5,6,7,8-tetrahydropyrido-[2,3-c]pyridazin-3-yl)benzo[b]thiophen-4-ol